OC(CCN1C[C@@H](CCC1)NC1=CC(=C(N=N1)C1=C(C=C(C=C1)C(F)(F)F)NS(=O)(=O)C)C)(C)C (R)-N-(2-(6-((1-(3-Hydroxy-3-methylbutyl)piperidin-3-yl)amino)-4-methylpyridazin-3-yl)-5-(trifluoromethyl)phenyl)methanesulfonamide